1-bromo-4-(chloromethyl)-3-(difluoromethyl)-2-fluorobenzene BrC1=C(C(=C(C=C1)CCl)C(F)F)F